C(C)N1N=C(C(=C1)C1=C(N)C=CC=C1C)C(F)(F)F 2-(1-Ethyl-3-(trifluoromethyl)-1H-pyrazol-4-yl)-3-methylaniline